C(C)C1=C(C(=CC=C1CC)CCC)O 2,3-diethyl-6-n-propylphenol